C(C)(C)(C)OC(=O)N1CC(C1)C=1NC2=CC(=CC=C2C1)C(F)(F)F 3-[6-(Trifluoromethyl)-1H-indol-2-yl]azetidine-1-carboxylic acid tert-butyl ester